C(C)OC1=NC=CC=C1C1=NC(=C(C=C1)OC1CC2(CN(C2)C(C2=CC(=C(C=C2)F)SC)=O)C1)C(=O)N[C@H]1CNCC1 2'-ethoxy-5-({2-[4-fluoro-3-(methylsulfanyl)benzoyl]-2-azaspiro[3.3]heptan-6-yl}oxy)-N-[(3R)-pyrrolidin-3-yl]-[2,3'-bipyridine]-6-carboxamide